Cl.CC=1N=NN(N1)C1=CC=C(C=C1)CN (4-(5-methyl-2H-tetrazol-2-yl)phenyl)methanamine hydrochloride